(R)-N6-(benzo[d][1,3]dioxol-5-ylmethyl)-4-(3-(benzofuran-2-yl)phenyl)-3-(2-((tert-butyldiphenylsilyl)oxy)ethyl)-N2-isopropyl-1,3-dihydro-2H-pyrrolo[3,4-c]pyridine-2,6-dicarboxamide O1COC2=C1C=CC(=C2)CNC(=O)C2=CC1=C(C(=N2)C2=CC(=CC=C2)C=2OC3=C(C2)C=CC=C3)[C@H](N(C1)C(=O)NC(C)C)CCO[Si](C1=CC=CC=C1)(C1=CC=CC=C1)C(C)(C)C